OCC[N+](CCCCCCCCCCCC)(CCO)[O-] di(hydroxyethyl)dodecylamine N-oxide